OC1=NC(=CC=C1C(=O)N)F (hydroxy)(6-fluoropyridine-3-carboxamide)